NC1=NC2=CC(=CC=C2C=C1Br)CC[C@@H]1[C@H]([C@H]([C@@H](C1)N1C=CC2=C1N=CN=C2N)O)O (1S,2R,3S,5R)-3-[2-(2-amino-3-bromoquinolin-7-yl)ethyl]-5-{4-amino-7H-pyrrolo[2,3-d]pyrimidin-7-yl}cyclopentane-1,2-diol